C1(=C(C(=C(C(=C1[2H])[2H])[2H])[2H])[2H])C1=C(C(=CC=C1)C1=C(C(=C(C(=C1[2H])[2H])[2H])[2H])[2H])NC1=C(C=CC2=C1OC1=C2C=CC=C1)NC1=CC(=CC=C1)OC1=CC=2N(C3=CC=CC=C3C2C=C1)C1=NC=CC(=C1)C(C)(C)C N4-([1,1':3',1''-Terphenyl]-2'-yl-2,2'',3,3'',4,4'',5,5'',6,6''-d10)-N3-(3-((9-(4-(tert-butyl)pyridin-2-yl)-9H-carbazol-2-yl)oxy)phenyl)dibenzo[b,d]furan-3,4-diamine